O=C1N(CC2=CC(=CC=C12)CN1CCN(CC1)C=1C2=C(N=C(N1)N1CCCCC1)CCS2)N2C(NC(CC2)=O)=O 1-(1-oxo-5-((4-(2-(piperidin-1-yl)-6,7-dihydrothieno[3,2-d]pyrimidin-4-yl)piperazin-1-yl)methyl)isoindolin-2-yl)dihydropyrimidine-2,4(1H,3H)-dione